O=C1NC(CCC1C1=NN(C2=CC(=C(C=C12)C)N1CCNCC1)C)=O 4-(3-(2,6-dioxopiperidin-3-yl)-1,5-dimethyl-1H-indazol-6-yl)piperazin